CCCCCCCCCCCCC1=C(C=C(C=C1OC(=O)/C=C/C=C/C=C/C=C/C=C/C=C/C=C/C=C/C2=CC(=C(C=C2)O)C)C)O The molecule is the parent member of the class of flexirubins obtained by formal condensation of the carboxy group of 17-(4-hydroxy-3-methylphenyl)heptadeca-2,4,6,8,10,12,14,16-octaenoic acid with one of the phenolic hydroxy groups of 2-dodecyl-5-methyl resorcinol.